(S)-2-(2-chloro-6-fluorobenzoylamino)-3-(4-(6,7-difluoro-3-methyl-2-oxo-2,3-dihydro-1H-benzo[d]imidazol-1-yl)phenyl)propionic acid ClC1=C(C(=O)N[C@H](C(=O)O)CC2=CC=C(C=C2)N2C(N(C3=C2C(=C(C=C3)F)F)C)=O)C(=CC=C1)F